N-(cis-4-((4-(difluoromethoxy)-5-(quinolin-6-yl)pyrrolo[2,1-f][1,2,4]triazin-2-yl)amino)cyclohexyl)acetamide FC(OC1=NC(=NN2C1=C(C=C2)C=2C=C1C=CC=NC1=CC2)N[C@H]2CC[C@H](CC2)NC(C)=O)F